(2'S,4S,7R)-2-chloro-4-(difluoromethyl)-2'-methyl-1'-(1H-pyrazol-4-ylmethyl)spiro[5H-thieno[2,3-c]pyran-7,4'-piperidine]-4-ol ClC1=CC2=C(S1)[C@@]1(C[C@@H](N(CC1)CC=1C=NNC1)C)OC[C@]2(O)C(F)F